FC1=C(C=C2CCC(NC2=C1F)=O)NC(=O)C1=C(C=NC=C1)CC(F)(F)F N-(7,8-difluoro-2-oxo-3,4-dihydro-1H-quinolin-6-yl)-3-(2,2,2-trifluoroethyl)pyridine-4-carboxamide